6-chloro-3-(3,3-difluoroazetidin-1-yl)-4-methoxypyridazine ClC1=CC(=C(N=N1)N1CC(C1)(F)F)OC